N'-[5-bromo-2-methyl-6-[(1S)-1-methyl-2-propoxy-ethoxy]-3-pyridyl]-N-ethyl-N-methyl-formamidine BrC=1C=C(C(=NC1O[C@H](COCCC)C)C)N=CN(C)CC